O=C1NC(CCC1N1C(C2=CC=C(C=C2C1=O)C1CCN(CC1)C1CC(C1)OC1CCNCC1)=O)=O 2-(2,6-dioxo-3-piperidinyl)-5-[1-[3-(4-piperidinyloxy)cyclobutyl]-4-piperidinyl]isoindoline-1,3-dione